C(C)N1C2=CC=C(C=C2C=2C=C(C=CC12)C(CCC1CCCC1)=NOC(C)=O)C(C1=C(C=CC=C1)C)=O 9-ethyl-3-(1-acetoxyimino-3-cyclopentylpropyl)-6-(2-methylbenzoyl)carbazole